2-(2-(trifluoromethyl)phenyl)ethan-1-amine FC(C1=C(C=CC=C1)CCN)(F)F